1,3-dimethyl-7-[2-(3,4,4-trifluorobut-3-ene-1-sulfonyl)ethyl]-3,7-dihydro-1H-purin-2,6-dione CN1C(N(C=2N=CN(C2C1=O)CCS(=O)(=O)CCC(=C(F)F)F)C)=O